C(C)(C)(C)OC(=O)N1CC2=C(CC1)N(N=C2)C2=C(C=CC(=C2)NC2=NC(=CC(=N2)C)NC)OC 1-(2-methoxy-5-[[4-methyl-6-(methylamino)pyrimidin-2-yl]amino]phenyl)-1H,4H,5H,6H,7H-pyrazolo[4,3-c]pyridine-5-carboxylic acid tert-butyl ester